N-(2-((2-(dimethylamino)ethyl)(methyl)amino)-5-((4-(7-fluoro-1H-indol-3-yl)pyrimidin-2-yl)amino)phenyl)acetamide CN(CCN(C1=C(C=C(C=C1)NC1=NC=CC(=N1)C1=CNC2=C(C=CC=C12)F)NC(C)=O)C)C